1-(3-(4-Methoxyphenyl)-1,2,4-oxadiazol-5-yl)-N-((1-((4-Methylpyridin-3-yl)methyl)pyrrolidin-3-yl)methyl)piperidin-4-carboxamid COC1=CC=C(C=C1)C1=NOC(=N1)N1CCC(CC1)C(=O)NCC1CN(CC1)CC=1C=NC=CC1C